NC=1C=CC=C2CCN(CC12)C(=O)C1=C(C=C(C=C1O)O)OCC1=CC=CC=C1 8-amino-3,4-dihydroisoquinolin-2(1H)-yl-(2-(benzyloxy)-4,6-dihydroxyphenyl)methanone